CN(CCC1(C(C=C(C=C1F)[N+](=O)[O-])N)NC)C 1-(2-(dimethylamino)ethyl)-6-fluoro-N1-methyl-4-nitrobenzene-1,2-diamine